(S)-t-butyl-sulfinamide C(C)(C)(C)[S@](=O)N